7-methoxy-4-(methylamino)-1-phenyl-pyrido[2,3-d]pyrimidin-2(1H)-one COC=1C=CC2=C(N(C(N=C2NC)=O)C2=CC=CC=C2)N1